8,8-dimethyl-2-(1-methyl-1H-pyrazole-3-carbonyl)-7-oxo-2-azaspiro[3.5]non-5-ene-6-carbonitrile CC1(C(C(=CC2(CN(C2)C(=O)C2=NN(C=C2)C)C1)C#N)=O)C